N1=CC(=CC2=CC=CC=C12)C1=NC(=NC2=CC=CC=C12)N1CCN(CC1)C(=O)O.C(CCC)C=CC butyl (propylene) 4-(4-(quinolin-3-yl)quinazolin-2-yl)piperazine-1-carboxylate